N1=CC=CC2=CC=CC(=C12)C(=O)N quinolin-8-amide